ClC1=C(C=CC=C1)CC(=O)NC1=CC(=C(C=C1)N1N=CC=2C=NC=CC21)S(N)(=O)=O 2-(2-Chlorophenyl)-N-[4-(1H-pyrazolo[4,3-c]pyridin-1-yl)-3-sulfamoylphenyl]acetamide